C(#N)C=1SC=CC1NC(C)=O N-(2-cyanothiophen-3-yl)acetamide